C(=O)(OC(C)(C)C)NCCN1C(OC2=C1C=CC=C2)=O N-Boc-2-(2-oxo-2,3-dihydro-1,3-benzoxazol-3-yl)ethylamine